2-(1-bromo-2-methylpropan-2-yl)-4-chloro-N-[(1S)-2-(6-fluoro-2,3-dimethylphenyl)-1-(5-oxo-4H-1,3,4-oxadiazol-2-yl)propyl]benzenesulfonamide BrCC(C)(C)C1=C(C=CC(=C1)Cl)S(=O)(=O)N[C@@H](C(C)C1=C(C(=CC=C1F)C)C)C=1OC(NN1)=O